OC1(CCC1)[C@H](CC1O[C@@H]([C@@H]([C@@H]([C@H]1O)N1N=NC(=C1)C1=CC(=C(C(=C1)F)F)F)O)CO)C1=C(C=CC=C1)C (3R,4R,5R,6R)-2-((R)-2-(1-hydroxycyclobutyl)-2-(o-tolyl)ethyl)-6-(hydroxymethyl)-4-(4-(3,4,5-trifluorophenyl)-1H-1,2,3-triazol-1-yl)tetrahydro-2H-pyran-3,5-diol